2-Bromopyren BrC1=CC2=CC=C3C=CC=C4C=CC(=C1)C2=C43